8-(1H-benzo[d]imidazol-4-yl)octahydropyrazino[2,1-c][1,4]oxazine N1C=NC2=C1C=CC=C2N2CC1COCCN1CC2